((6-(3-(2,6-dichlorophenyl)azetidin-1-yl)pyridin-3-yl)methyl)-3-methyl-azetidin-3-ol formate C(=O)OC1(CN(C1)CC=1C=NC(=CC1)N1CC(C1)C1=C(C=CC=C1Cl)Cl)C